[Co]=O.[Mn].[Ni].[Li] Lithium-nickel-manganese-cobalt oxide